FC1=C(CC=2C=C(C=CC2)[C@H](CC(=O)[O-])NC(=O)NC=2C(N(C=CC2[O-])C)=O)C=CC=C1.[Na+].[Na+] sodium (S)-3-(3-(2-fluorobenzyl)phenyl)-3-(3-(1-methyl-4-oxido-2-oxo-1,2-dihydropyridin-3-yl)ureido)propanoate